3-(difluoromethyl)-N-[[(1S,3R)-3-[[5-(6-oxopyridazin-1-yl)-2-pyridyl]amino]cyclopentyl]methyl]isoxazole-5-carboxamide FC(C1=NOC(=C1)C(=O)NC[C@@H]1C[C@@H](CC1)NC1=NC=C(C=C1)N1N=CC=CC1=O)F